ClC=1C=NC=C(C1[C@@H](C)OC=1C=C2C(=NNC2=CC1)C=1C=NC(=CC1)N1CC2(CN(C2)S(=O)(=O)CC)C1)Cl 5-[(1R)-1-(3,5-dichloro-4-pyridyl)ethoxy]-3-[6-(2-ethylsulfonyl-2,6-diazaspiro[3.3]heptan-6-yl)-3-pyridyl]-1H-indazole